ethyl (3,5,7-trimethyloctyl) oxalate C(C(=O)OCCC(CC(CC(C)C)C)C)(=O)OCC